ClC1=CC(=C(S1)C1=NC=C(C(=N1)C)O[C@@H]1C[C@H](CCC1)C(=O)O)COC(N(C)C1CCCC1)=O (1S,3S)-3-((2-(5-Chloro-3-(((cyclopentyl(methyl)carbamoyl)oxy)methyl)thiophen-2-yl)-4-methyl-Pyrimidine-5-yl)oxy)cyclohexane-1-carboxylic acid